3,4,5-trihydroxy-6-(hydroxymethyl)cyclohexane-1-one OC1CC(C(C(C1O)O)CO)=O